methyl 3-(2,6-dichlorophenyl)-5-phenylisoxazole-4-carboxylate ClC1=C(C(=CC=C1)Cl)C1=NOC(=C1C(=O)OC)C1=CC=CC=C1